1-(2,3-dihydrobenzo[b][1,4]dioxin-6-yl)ethan-1-one O1C2=C(OCC1)C=C(C=C2)C(C)=O